3-bromophenyl-ethanol sulfate S(=O)(=O)(O)OC(C)C1=CC(=CC=C1)Br